3-(4-(2-(5-methylthiophen-2-yl)-6-(benzenesulfonyl)imidazo[4,5-d]pyrrolo[2,3-b]pyridin-1(6H)-yl)-1H-pyrazol-1-yl)propionitrile CC1=CC=C(S1)C1=NC=2C(=C3C(=NC2)N(C=C3)S(=O)(=O)C3=CC=CC=C3)N1C=1C=NN(C1)CCC#N